7-((5-chloropyridin-2-yl)methyl)-8-(2-ethylphenoxy)-1-(3-hydroxypropyl)-3-methyl-1H-purine-2,6(3H,7H)-dione ClC=1C=CC(=NC1)CN1C(=NC=2N(C(N(C(C12)=O)CCCO)=O)C)OC1=C(C=CC=C1)CC